3-chloro-5-((1-((5-(2-fluoro-4-methoxyphenyl)-6-oxo-1,6-dihydropyridazin-3-yl)methyl)-6-oxo-4-(trifluoromethyl)-1,6-dihydropyrimidin-5-yl)oxy)benzonitrile ClC=1C=C(C#N)C=C(C1)OC1=C(N=CN(C1=O)CC1=NNC(C(=C1)C1=C(C=C(C=C1)OC)F)=O)C(F)(F)F